1-((2R)-4-(2-(3-oxa-8-azabicyclo[3.2.1]octan-8-yl)-4-(trifluoromethyl)benzyl)-2-methylpiperazine-1-carbonyl)-1H-pyrazole-3-carboxylic acid C12COCC(CC1)N2C2=C(CN1C[C@H](N(CC1)C(=O)N1N=C(C=C1)C(=O)O)C)C=CC(=C2)C(F)(F)F